Cl.C(C)(C)(C)N(C(=O)O[C@@H]1C[C@@H](CC1)NC=1N=C2C(=NC1CC)C(=NC=C2C=2C=NN(C2)C2=NC(=NC=C2)C)N)[C@H]2CNCC2 (1S,3R)-3-((5-amino-3-ethyl-8-(1-(2-methylpyrimidin-4-yl)-1H-pyrazol-4-yl)pyrido[3,4-b]pyrazin-2-yl)amino)cyclopentane-1-ol tert-butyl-(R)-pyrrolidin-3-ylcarbamate hydrochloride